[2]Benzazepine C=1NC=CC=C2C1C=CC=C2